(4-(3-aminopyridin-4-yl)-2-methylbenzyl)-5-(tert-butyl)-1,2,4-oxadiazole-3-carboxamide NC=1C=NC=CC1C1=CC(=C(CNC(=O)C2=NOC(=N2)C(C)(C)C)C=C1)C